3-(2'-chlorobiphenyl-3-yl)-3-(3-(4-hydroxy-1,5-dimethyl-2-oxo-1,2-dihydropyridin-3-yl)ureido)propionic acid ClC1=C(C=CC=C1)C1=CC(=CC=C1)C(CC(=O)O)NC(=O)NC=1C(N(C=C(C1O)C)C)=O